C1(CCC(CC1)COC(=O)C1=CC=C(C(=O)O)C=C1)COC(=O)C1=CC=C(C(=O)O)C=C1 4,4'-(cyclohexane-1,4-diyl)bis(methylene)bis(oxy)bis(carbonyl)dibenzoic acid